3-fluoro-6-(2-(methoxymethoxy)allyl)-2-(trifluoromethoxy)benzoic acid methyl ester COC(C1=C(C(=CC=C1CC(=C)OCOC)F)OC(F)(F)F)=O